3-methoxy-4-((3-(4-(((1S,4S)-4-(pyrrolidin-1-yl)cyclohexyl)amino)-1-(2,2,2-trifluoroethyl)-1H-indol-2-yl)prop-2-yn-1-yl)amino)benzene-sulfonamide COC=1C=C(C=CC1NCC#CC=1N(C2=CC=CC(=C2C1)NC1CCC(CC1)N1CCCC1)CC(F)(F)F)S(=O)(=O)N